Cl.C=C1C(NC(C(N1)=O)=CC=1N=C(NC1C(C)C)CCCN1CC(OCC1)C)=O methylene-6-(5-isopropyl-1-(3-(R)-(2-methylmorpholino)propylimidazol-4-yl)methylene)piperazine-2,5-dione, hydrochloride